NC(C)C1=C2C=C(N(C(C2=CC(=C1)C)=O)CC)C1=CC=C(C=C1)F 5-(1-aminoethyl)-2-ethyl-3-(4-fluorophenyl)-7-methylisoquinolin-1(2H)-one